ClC=1C=C(C=CC1F)NC(N(C(C)C1=NN(C(C2=CC=CC=C12)=O)C)CC(C)C)=O 3-(3-Chloro-4-fluorophenyl)-1-isobutyl-1-(1-(3-methyl-4-oxo-3,4-dihydrophthalazin-1-yl)ethyl)urea